N-(3-(Benzyloxy)-2,6-dimethylphenyl)-4-bromo-1-(2,2-difluoroethyl)-3-(trifluoromethyl)-1H-pyrazol-5-amine C(C1=CC=CC=C1)OC=1C(=C(C(=CC1)C)NC1=C(C(=NN1CC(F)F)C(F)(F)F)Br)C